1-Hexadecanesulfonic acid C(CCCCCCCCCCCCCCC)S(=O)(=O)O